N-((R)-1-(3-bromo-5-fluoropyridin-2-yl)pent-4-en-1-yl)-2-methylpropan-2-sulfinamide BrC=1C(=NC=C(C1)F)[C@@H](CCC=C)NS(=O)C(C)(C)C